(3E)-3-methyl-4-(2,6,6-trimethyl-2-cyclohexen-1-yl)-3-buten C/C(/CC)=C\C1C(=CCCC1(C)C)C